[Na].C(C)N1CCN(CC1)C1=CC(=NC=N1)N1CC2(CC1)CCN(CC2)C(C=C)=O 1-(2-(6-(4-ethylpiperazin-1-yl)pyrimidin-4-yl)-2,8-diazaspiro[4.5]decan-8-yl)prop-2-en-1-one Sodium